Methyl-((2S,E)-7-(dimethylamino)-1-((1-((7-(1-fluoro-2-methylpropyl)-1H-benzo[d]imidazol-2-yl)methyl)-2-oxo-1,2-dihydropyridin-3-yl)amino)-1,7-dioxohept-5-en-2-yl)carbamat COC(N[C@H](C(=O)NC=1C(N(C=CC1)CC1=NC2=C(N1)C(=CC=C2)C(C(C)C)F)=O)CC\C=C\C(=O)N(C)C)=O